ClC1=CC(=C2C(=N1)C=CN2COCC[Si](C)(C)C)C=O C5-chloro-1-((2-(trimethylsilyl)ethoxy)methyl)-1H-pyrrolo[3,2-b]pyridine-7-carbaldehyde